7-Fluoro-6-(1-(8-isobutyl-8-azabicyclo[3.2.1]octan-3-yl)piperidin-4-yl)-1-methyl-2-(4-(methylsulfonyl)phenyl)-1H-benzo[d]imidazol FC1=C(C=CC2=C1N(C(=N2)C2=CC=C(C=C2)S(=O)(=O)C)C)C2CCN(CC2)C2CC1CCC(C2)N1CC(C)C